[Si](C)(C)(C(C)(C)C)OCCN1C(C(=C(C2=CC=CC=C12)C1=CC=CC=C1)C(\C=C\C=1C=NC=NC1)=O)=O 1-{2-[(tert-butyldimethylsilyl)oxy]ethyl}-4-phenyl-3-[(2E)-3-(pyrimidin-5-yl)prop-2-enoyl]-1,2-dihydroquinolin-2-one